2-(2-Chloro-6-fluorophenyl)-N-[4-(4-cyano-1H-pyrazol-1-yl)-3-sulfamoylphenyl]acetamide tert-butyl-(3R)-3-hydroxypiperidine-1-carboxylate C(C)(C)(C)OC(=O)N1C[C@@H](CCC1)O.ClC1=C(C(=CC=C1)F)CC(=O)NC1=CC(=C(C=C1)N1N=CC(=C1)C#N)S(N)(=O)=O